pentylene glycol monostearate C(CCCCCCCCCCCCCCCCC)(=O)OCCCCCO